ethanone oxime (1-propanesulfonate) C(CC)S(=O)(=O)O.C(C)=NO